Cl.C1=CC=CC=2C3=CC=CC=C3C(C12)COC(=O)NCCCOCCOCCOCCCN 1-(9-fluorenylmethoxycarbonyl-amino)-4,7,10-trioxa-13-tridecylamine hydrochloride